4-amino-1-(1H-indazol-5-yl)-2-oxo-7-(trifluoromethyl)-1,2-dihydroquinoline-3-carboxylic acid methyl ester COC(=O)C=1C(N(C2=CC(=CC=C2C1N)C(F)(F)F)C=1C=C2C=NNC2=CC1)=O